NC1=NC=NC=2N(C3=C(C=C(C=C3C21)C(F)(F)F)C)CC(=O)N2[C@@H]1C[C@@]1(C[C@H]2C(=O)NC2=NC(=CC=C2C)Cl)C (1R,3S,5R)-2-(2-(4-amino-8-methyl-6-(trifluoromethyl)-9H-pyrimido[4,5-b]indol-9-yl)acetyl)-N-(6-chloro-3-methylpyridin-2-yl)-5-methyl-2-azabicyclo[3.1.0]hexane-3-carboxamide